C12(CC3CC(CC(C1)C3)C2)CN2N=CC(=C2C)C2=C(C3=C(N=C2)N(C=C3)C=3C=NC(=C(C3)C)NC3=NC=CC=C3)C(=O)OC methyl 5-(1-(adamantan-1-ylmethyl)-5-methyl-1H-pyrazol-4-yl)-1-(5-methyl-6-(pyridin-2-ylamino) pyridin-3-yl)-1H-pyrrolo[2,3-b]pyridine-4-carboxylate